N-(4-iodobenzyl)-N-methylpentane-1-amine IC1=CC=C(CN(CCCCC)C)C=C1